ClC1=C(C=CC(=C1)OCCN1CCNCC1)C=1N(C2=NC=NC(=C2N1)OC1(CC1)C)CC1=NC(=CC(=C1)C)Cl 8-(2-chloro-4-(2-(piperazin-1-yl)ethoxy)phenyl)-9-((6-chloro-4-methylpyridin-2-yl)methyl)-6-(1-methylcyclopropoxy)-9H-purine